C(C1=CC=CC=C1)N(C(\C=C\C(=O)O)=O)CC1=CC=CC=C1 N,N-dibenzyl-fumaric acid amide